1-(imidazo[1,2-a]pyridin-3-ylmethyl)-N-(3-(trifluoromethyl)phenyl)indoline-6-carboxamide N=1C=C(N2C1C=CC=C2)CN2CCC1=CC=C(C=C21)C(=O)NC2=CC(=CC=C2)C(F)(F)F